C(C)(C)(C)OC(=O)N1C2(CN(CC1CC2)C=2C1=C(N=C(N2)SC)C(=C(N=C1Cl)Cl)F)COC([2H])([2H])[2H].COC1=NC(=CC=C1)[Sn](CCCC)(CCCC)CCCC 2-methoxy-6-(tributylstannyl)pyridine tert-butyl-3-(5,7-dichloro-8-fluoro-2-(methylthio)pyrido[4,3-d]pyrimidin-4-yl)-1-((methoxy-d3)methyl)-3,8-diazabicyclo[3.2.1]octan-8-carboxylate